[NH4+].S1CCCC1 tetrahydrothiophene, ammonium salt